N[C@H](C(=O)N1C=C(C2=CC(=CC=C12)OC)CCN(C)C)C (S)-2-amino-1-(3-(2-(dimethylamino)ethyl)-5-methoxy-1H-indol-1-yl)propan-1-one